4-Chloro-2-(1-oxo-3,4,6,7,8,9-hexahydropyrazino[1,2-a]indol-2(1H)-yl)nicotinaldehyde ClC1=CC=NC(=C1C=O)N1C(C=2N(C=3CCCCC3C2)CC1)=O